CC1=C(C=2N(C=C1C1=C(C(=NN1)C=1SC(=C(N1)C)C1CCN(CC1)C)C(C)C)N=CN2)C 2-(5-(7,8-dimethyl-[1,2,4]triazolo[1,5-a]pyridin-6-yl)-4-isopropyl-1H-pyrazol-3-yl)-4-methyl-5-(1-methylpiperidin-4-yl)thiazole